2-(5-((2,4-dimethoxybenzyl)amino)-7-methoxy-[1,2,4]triazolo[1,5-c]quinazolin-2-yl)ethyl methanesulfonate CS(=O)(=O)OCCC1=NN2C(=NC=3C(=CC=CC3C2=N1)OC)NCC1=C(C=C(C=C1)OC)OC